C(C1=CC=CC=C1)OC1=CC=C(C(=N1)C1=N[C@H](C=2N(C3=C1C(=C(C=C3)C(F)(F)F)Cl)C(=CN2)C)C)F (4S)-6-(6-benzyloxy-3-fluoro-2-pyridinyl)-7-chloro-1,4-dimethyl-8-(trifluoromethyl)-4H-imidazo[1,2-a][1,4]benzodiazepine